NCC#CC1=C(C=C(O1)C#CCNC(C[C@H]1C=2N(C3=C(C(=N1)C1=CC=C(C=C1)Cl)C(=C(S3)C)C)C(=NN2)C)=O)CO (S)-N-(3-(5-(3-aminoprop-1-yn-1-yl)-4-(hydroxymethyl)furan-2-yl)prop-2-yn-1-yl)-2-(4-(4-chlorophenyl)-2,3,9-trimethyl-6H-thieno[3,2-f][1,2,4]triazolo[4,3-a][1,4]diazepin-6-yl)acetamide